C1(CC1)C(=O)NC1=CC(=C(N=N1)C(=O)NC([2H])([2H])[2H])NC1=C(C(=CC(=C1)F)C1=NN(N=C1)C)OC 6-cyclopropaneamido-4-{[5-fluoro-2-methoxy-3-(2-methyl-2H-1,2,3-triazol-4-yl)phenyl]amino}-N-(2H3)methylpyridazine-3-carboxamide